C1=CC=CC=2C=CC=3C(=C4C=CC=CC4=NC3C21)CCCCCCCCCCCCCC2=C1C=CC=CC1=NC=1C3=C(C=CC21)C=CC=C3 1,13-bis(7-benzo[c]acridinyl)tridecane